ClC=1C=C(C(=NC1N1N=CC=N1)C)NC(=O)C=1C=NN(C1C(F)(F)F)C1=CC=C(C=2N1C=CN2)F N-(5-chloro-2-methyl-6-(2H-1,2,3-triazol-2-yl)pyridin-3-yl)-1-(8-fluoroimidazo[1,2-a]pyridin-5-yl)-5-(trifluoromethyl)-1H-pyrazole-4-carboxamide